4-(3-Bromo-5-fluorophenyl)-2-chloropyrimidine BrC=1C=C(C=C(C1)F)C1=NC(=NC=C1)Cl